O=C1NC(CCC1N1C(C2=CC=C(C=C2C1)N1CCN(CC1)C1CCN(CC1)C(=O)OC(C)(C)C)=O)=O tert-butyl 4-(4-(2-(2,6-dioxopiperidin-3-yl)-1-oxoisoindolin-5-yl)piperazin-1-yl)piperidine-1-carboxylate